(2S,4R)-1-(2-(3-acetyl-5-(2-fluoropyrimidin-5-yl)-1H-indazol-1-yl)acetyl)-N-(6-bromopyridin-2-yl)-4-fluoropyrrolidine-2-carboxamide C(C)(=O)C1=NN(C2=CC=C(C=C12)C=1C=NC(=NC1)F)CC(=O)N1[C@@H](C[C@H](C1)F)C(=O)NC1=NC(=CC=C1)Br